4-(1-(1,6-dimethyl-[1,2,4]triazolo[4,3-a]quinazolin-5-yl)-1,2,3,5-tetrahydrobenzo[e][1,4]oxazepin-6-yl)-2,2-dimethylbut-3-ynenitrile CC1=NN=C2N1C1=CC=CC(=C1C(=N2)N2CCOCC1=C2C=CC=C1C#CC(C#N)(C)C)C